FC(C)(F)C1=CC(=NC=N1)N1C([C@H]2[C@@H](N([C@@H](C1)C2)C(=O)OC)CO)C Methyl (1S,5R,7R)-3-(6-(1,1-difluoroethyl)pyrimidin-4-yl)-7-(hydroxymethyl)-2-methyl-3,6-diazabicyclo[3.2.1]octane-6-carboxylate